NC1=NC(=CC(=N1)N1C[C@H](CCC1)NC(OC(C)(C)C)=O)C tert-butyl (S)-(1-(2-amino-6-methylpyrimidin-4-yl)piperidin-3-yl)carbamate